(S)-1-(2-((2-((6-amino-1-methoxy-1-oxohexan-2-yl)carbamoyl)-4-methylthiophen-3-yl)amino)-2-oxoethyl)-1-(2-(benzylamino)-2-oxoethyl)azepan-1-ium NCCCC[C@@H](C(=O)OC)NC(=O)C=1SC=C(C1NC(C[N+]1(CCCCCC1)CC(=O)NCC1=CC=CC=C1)=O)C